2-(((5-((2-hexyldecyl)amino)-5-oxopentanoyl)oxy)methyl)-2-(3-(piperidin-1-yl)propanamido)propane-1,3-diyl bis(5-((2-hexyldecyl)amino)-5-oxopentanoate) C(CCCCC)C(CNC(CCCC(=O)OCC(COC(CCCC(=O)NCC(CCCCCCCC)CCCCCC)=O)(NC(CCN1CCCCC1)=O)COC(CCCC(=O)NCC(CCCCCCCC)CCCCCC)=O)=O)CCCCCCCC